diethyl 2-methylene-butanedioate (Diethyl itaconate) C(C)C(=C(C(=O)O)CC(=O)O)CC.C=C(C(=O)OCC)CC(=O)OCC